FC(C(=O)NNC(=O)C=1C=CC(=NC1)CN(S(=O)(=O)CC)C1=CC(=C(C=C1)C)F)F N-((5-(2-(2,2-difluoroacetyl)hydrazine-1-carbonyl)pyridin-2-yl)methyl)-N-(3-fluoro-4-methylphenyl)ethanesulfonamide